(E)-3-((2-chlorophenyl)amino)-1-phenylpropan-2-en-1-one ClC1=C(C=CC=C1)N/C=C/C(=O)C1=CC=CC=C1